C(C1=CC=CC=C1)N1CC(C(C1)C(F)(F)F)OCC1=CC=CC=C1 1-benzyl-3-(benzyloxy)-4-(trifluoromethyl)pyrrolidine